(5S)-1-({2-[4-(difluoromethyl)-2-fluorophenoxy]pyrimidin-5-yl}methyl)-5-methylpyrrolidin-2-one FC(C1=CC(=C(OC2=NC=C(C=N2)CN2C(CC[C@@H]2C)=O)C=C1)F)F